3,5-di-tert-butyl-4-hydroxy-phenylpropionic acid isooctyl ester C(CCCCC(C)C)OC(C(C)C1=CC(=C(C(=C1)C(C)(C)C)O)C(C)(C)C)=O